ClC1=NC=C(C(=C1)N1CCN(CC1)C)C#CC1=CSC=C1 1-(2-chloro-5-(thiophen-3-ylethynyl)pyridin-4-yl)-4-methylpiperazine